NC1=NC=C(C2=C1C=NN2COCC[Si](C)(C)C)NC(=O)C(=O)N(CC2=NC=CC=C2C(F)(F)F)CC2=CC=CC=C2 N-[4-amino-1-(2-trimethylsilylethoxymethyl)pyrazolo[4,3-c]pyridin-7-yl]-N'-benzyl-N'-[[3-(trifluoromethyl)-2-pyridyl]methyl]oxamide